BrC=1C(=C(C=C(C1OC)NCC(F)(F)F)NC(C1=CC(=CC(=C1)C(F)(F)F)F)=O)C(=O)C1=C(C=CC(=C1)F)Cl N-{3-bromo-2-[(2-chloro-5-fluorophenyl)carbonyl]-4-methoxy-5-[(2,2,2-trifluoroethyl)amino]phenyl}-3-fluoro-5-(trifluoromethyl)benzamide